S(C)(=O)(=O)O.S(C)(=O)(=O)O.N[C@@H](C(=O)N[C@@H](C(=O)N)CC(C)C)CC1=CC=CC=C1 (2R)-2-[[(2R)-2-amino-3-phenyl-propionyl]amino]-4-methyl-pentanoamide dimesylate